C1(CCCC1)N1C(C(N(CC1)CC(C)C=1SC(=NN1)C1=CC=CC=C1)=O)=O 1-cyclopentyl-4-(2-(5-phenyl-1,3,4-thiadiazol-2-yl)propyl)piperazine-2,3-dione